NCC1CCC(CC1)CN 1,4-diaminomethylcyclohexane